[SiH2]=[Hf](C1C(=CC2=C(C=CC=C12)C)CC)C1C(=CC2=C(C=CC=C12)C)CC silylene-bis(2-ethyl-4-methylinden-1-yl)hafnium